2-(2-(ethylthio)-7-(4-(1,1,2,2-tetrafluoroethoxy)phenyl)pyrazolo[1,5-a]pyrimidin-3-yl)-3-methyl-6-(trifluoromethyl)-3H-imidazo[4,5-c]pyridine C(C)SC1=NN2C(N=CC=C2C2=CC=C(C=C2)OC(C(F)F)(F)F)=C1C1=NC2=C(C=NC(=C2)C(F)(F)F)N1C